6-(3-((4-chloro-1-(tetrahydro-2H-pyran-2-yl)-1H-indazol-5-yl)amino)-4-methyl-1H-pyrazol-1-yl)-1-oxo-3,4-dihydroisoquinoline-2(1H)-carboxylic acid tert-butyl ester C(C)(C)(C)OC(=O)N1C(C2=CC=C(C=C2CC1)N1N=C(C(=C1)C)NC=1C(=C2C=NN(C2=CC1)C1OCCCC1)Cl)=O